1,3-bis(dimethylaminomethyl)benzene CN(C)CC1=CC(=CC=C1)CN(C)C